CC1=C(C=2C(=N[C@H](C=3N(C2S1)C(=NN3)C)CC=3OC=CN3)C3=CC=C(C=C3)C3CCC1(CCN(C1)C(=O)OC(C)(C)C)CC3)C tert-butyl (S)-8-(4-(2,3,9-trimethyl-6-(oxazol-2-ylmethyl)-6H-thieno[3,2-f][1,2,4]triazolo[4,3-a][1,4]diazepin-4-yl)phenyl)-2-azaspiro[4.5]decane-2-carboxylate